C(C)(C)(C)OC(=O)N1[C@H](COCC1)CN (S)-3-(Aminomethyl)morpholine-4-carboxylic acid tert-butyl ester